5-[(3S)-2-[1-(4-chloropyrimidin-2-yl)piperidine-4-carbonyl]isoxazolidin-3-yl]pyridine-3-carbonitrile ClC1=NC(=NC=C1)N1CCC(CC1)C(=O)N1OCC[C@H]1C=1C=C(C=NC1)C#N